COC1=NC=C(C=C1C(=O)N)NC(C(=O)N1[C@H](CC[C@@H](C1)C)C1=CC=C(C=C1)C=1SC=CN1)=O |r| rac-2-methoxy-5-[[2-[(2R,5S)-5-methyl-2-(4-thiazol-2-ylphenyl)-1-piperidyl]-2-oxo-acetyl]amino]pyridine-3-carboxamide